2-(((1-(3-((1-(4-chlorophenyl)-2-oxo-2-(5'-(trifluoromethoxy)spiro[cyclopropane-1,3'-indolin]-1'-yl)ethyl)amino)-5-methoxyphenyl)ethylidene)amino)oxy)-2-methylpropanoic acid ClC1=CC=C(C=C1)C(C(N1CC2(C3=CC(=CC=C13)OC(F)(F)F)CC2)=O)NC=2C=C(C=C(C2)OC)C(C)=NOC(C(=O)O)(C)C